1-(2-morpholinoethyl)-2-oxo-N-spiro[3.3]heptan-2-yl-6-(4,4,5,5-tetramethyl-1,3,2-dioxaborolan-2-yl)-1,8-naphthyridine-3-carboxamide O1CCN(CC1)CCN1C(C(=CC2=CC(=CN=C12)B1OC(C(O1)(C)C)(C)C)C(=O)NC1CC2(C1)CCC2)=O